1-(pyridin-3-ylmethyl)-1H-pyrrolo[2,3-b]pyridine N1=CC(=CC=C1)CN1C=CC=2C1=NC=CC2